C(C=C)OCCCCC1=CC=C(C=C1)CC=1C=C(C=CC1C)[C@]1([C@@H]([C@H]([C@@H]([C@H](O1)CO)OCC1=CC=CC=C1)OCC1=CC=CC=C1)OCC1=CC=CC=C1)OC [(2R,3R,4S,5R,6S)-6-[3-[[4-(4-allyloxybutyl)phenyl]methyl]-4-methyl-phenyl]-3,4,5-tribenzyloxy-6-methoxy-tetrahydropyran-2-yl]methanol